(RS)-[4-(1-Hydroxy-2-tert-butylamino-ethyl)-2-(4-methylbenzoyl)oxy-phenyl] 4-methylbenzoate CC1=CC=C(C(=O)OC2=C(C=C(C=C2)[C@H](CNC(C)(C)C)O)OC(C2=CC=C(C=C2)C)=O)C=C1 |r|